3-bromopropenylphenylphenylalanine BrCC=CN([C@@H](CC1=CC=CC=C1)C(=O)O)C1=CC=CC=C1